FC(C(=O)O)(F)F.C1=CC(=CC2=CC=CC=C12)N Naphthalene-3-amine (trifluoroacetate)